(E)-3-(4-Hydroxy-3-nitrophenyl)-1-[4-(2-oxo-2-pyrrolidin-1-ylethoxy)phenyl]prop-2-en-1-one OC1=C(C=C(C=C1)/C=C/C(=O)C1=CC=C(C=C1)OCC(N1CCCC1)=O)[N+](=O)[O-]